2-ethylimidazoline CCC1=NCCN1